CC1(CC=2C(CCCC2CC1C)(C)C)C(C)=O 1-(2,3,8,8-tetramethyl-1,2,3,4,5,6,7,8-octahydro-naphthalen-2-yl)ethanone